ClC=1C=C(C=C(C1F)Cl)C1(CC(=NO1)N1CC=2C=NC(=CC2C1)C(=O)NCC1CCC(CC1)(F)F)C(F)(F)F 2-(5-(3,5-dichloro-4-fluorophenyl)-5-(trifluoromethyl)-4,5-dihydroisoxazol-3-yl)-N-((4,4-difluorocyclohexyl)methyl)-2,3-dihydro-1H-pyrrolo[3,4-c]pyridine-6-carboxamide